Tri(isodecyl)-cyclohexan-1,2,4-tripropionat C(CCCCCCC(C)C)OC(CCC1C(CC(CC1)CCC(=O)OCCCCCCCC(C)C)CCC(=O)OCCCCCCCC(C)C)=O